1-(7-((2,5-dichloropyrimidin-4-yl)amino)indolin-1-yl)propan-1-one ClC1=NC=C(C(=N1)NC=1C=CC=C2CCN(C12)C(CC)=O)Cl